2,4-Dichloro-5-hydroxybenzenediazonium ClC1=C(C=C(C(=C1)Cl)O)[N+]#N